ClC=1C=C(OC2=CC=NC3=CC=C(C=C23)C(=O)N)C=C(C1)N1N=CC=C1 4-(3-chloro-5-(1H-pyrazol-1-yl)phenoxy)quinoline-6-carboxamide